COC(=O)C=1C=C2C=CN(C2=CC1)CC1=CC=C(C=C1)F 1-(4-fluorobenzyl)-1H-indole-5-carboxylic acid methyl ester